ClC1=NC(=NC(=N1)N)NCCC1=C(C(=CC=C1)Cl)Cl 6-chloro-N4-[2-(2,3-dichlorophenyl)ethyl]-1,3,5-triazine-2,4-diamine